6-[4-(5-chloro-6-fluoro-1H-indol-3-yl)piperidine-1-carbonyl]-4H-1,4-benzoxazin-3-one ClC=1C=C2C(=CNC2=CC1F)C1CCN(CC1)C(=O)C=1C=CC2=C(NC(CO2)=O)C1